4-oxo-6,7-dihydro-5H-pyrazolo[1,5-a]pyridine-2-carboxylic acid methyl ester COC(=O)C1=NN2C(C(CCC2)=O)=C1